The molecule is a sulfone that is a metabolite of dapsone in which one of the amino groups of dapsone has been oxidized to a nitroso group. It is a sulfone and a nitroso compound. It derives from a dapsone. C1=CC(=CC=C1N)S(=O)(=O)C2=CC=C(C=C2)N=O